C(CC1=CC=CC=C1)N1CCC(CC1)C1OC2(CC2)CN(C1)C(=O)C1=CC=CC=C1 (5-(1-phenethylpiperidin-4-yl)-4-oxa-7-azaspiro[2.5]octan-7-yl)(phenyl)methanone